acryloylhydroxypropyl-trimethoxysilane C(C=C)(=O)CO[Si](OC)(OC)CCCO